[2-[[5-(trifluoromethyl)-2-pyridinyl]sulfanyl]ethyl]malononitrile FC(C=1C=CC(=NC1)SCCC(C#N)C#N)(F)F